2-bromo-2,2-difluoroacetamide BrC(C(=O)N)(F)F